(S)-2-(5,5-difluoro-1-(2-methyl-6-(1-methyl-5-((4-oxo-3-propylpyridin-1(4H)-yl)methyl)-1H-1,2,3-triazol-4-yl)pyridin-3-yl)piperidin-3-yl)acetic acid FC1(C[C@@H](CN(C1)C=1C(=NC(=CC1)C=1N=NN(C1CN1C=C(C(C=C1)=O)CCC)C)C)CC(=O)O)F